COCC=1C=CC(=NC1)N 5-(methoxymethyl)pyridin-2-amine